2-methyl-N-[3-chloro-4-[4-[2-(dimethylamino)acetyl]piperazine-1-carbonyl]phenyl]-5-[4-(difluoromethoxy)-3-fluoro-phenyl]-imidazole CC=1N(C(=CN1)C1=CC(=C(C=C1)OC(F)F)F)C1=CC(=C(C=C1)C(=O)N1CCN(CC1)C(CN(C)C)=O)Cl